C1(=CC=CC=C1)C1=NC(=NC(=C1)C1=CC=CC=C1)C=1C(=C(C(=C(C1C=1C(=CC=CC1C1=CC=CC=C1)C1=CC=CC=C1)C#N)N1C2=C(C=3C=CC=CC13)C=NC=C2)N2C1=C(C=3C=CC=CC23)C=NC=C1)N1C2=C(C=3C=CC=CC13)C=NC=C2 6-(4,6-diphenylpyrimidin-2-yl)-6'-phenyl-3,4,5-tris(5H-pyrido[4,3-b]indol-5-yl)-[1,1':2',1''-terphenyl]-2-carbonitrile